3-((2-(4,5-dihydro-1H-imidazol-2-yl)-5-((2-methyl-[1,1'-biphenyl]-3-yl)methoxy)phenoxy)methyl)benzonitrile N1C(=NCC1)C1=C(OCC=2C=C(C#N)C=CC2)C=C(C=C1)OCC=1C(=C(C=CC1)C1=CC=CC=C1)C